NC1=CC(=C(C(=O)N[C@H]2[C@H](CN(CC2)C(=O)OC(C)(C)C)OC)C=C1Cl)OC tert-butyl (3S,4R)-4-(4-amino-5-chloro-methoxybenzamido)-3-methoxypiperidine-1-carboxylate